(R)-2,2,5,5-tetramethyl-N-(5-(3-methylcinnolin-6-yl)thiazol-2-yl)tetrahydrofuran-3-carboxamide CC1(OC(C[C@H]1C(=O)NC=1SC(=CN1)C=1C=C2C=C(N=NC2=CC1)C)(C)C)C